2-benzyl 1-(tert-butyl) (2R,4S)-4-(3,5-dimethoxybenzyl)pyrrolidine-1,2-dicarboxylate COC=1C=C(C[C@H]2C[C@@H](N(C2)C(=O)OC(C)(C)C)C(=O)OCC2=CC=CC=C2)C=C(C1)OC